3-bromo-5-(1,3,5-trimethyl-1H-pyrazol-4-yl)pyridine BrC=1C=NC=C(C1)C=1C(=NN(C1C)C)C